C(C(C)C)[C@@H]1N=C(N(C1)C1=CC=CC=C1)C1=C(C=CC=C1)[N+](=O)[O-] 2-[(4S)-4-isobutyl-N-phenyl-2-imidazolinyl]nitrobenzene